4-Mercaptomethyl-1,8-dimercapto-3,6-dithiaoctan SCC(SCCS)CSCCS